amino-6'-chloro-2'-ethyl-5'-fluoro-1',2'-dihydro-3'H-spiro[cyclobutane-1,4'-isoquinoline]-3'-one NC1N(C(C2(C3=C(C(=CC=C13)Cl)F)CCC2)=O)CC